(S)-1-((S)-2-amino-2-cyclohexylacetyl)-N-(4-phenyl-1,2,3-thiadiazol-5-yl)pyrrolidine-2-carboxamide trifluoroacetic acid salt FC(C(=O)O)(F)F.N[C@H](C(=O)N1[C@@H](CCC1)C(=O)NC1=C(N=NS1)C1=CC=CC=C1)C1CCCCC1